BrC=1C=2N(C(=CC1Cl)C1CC1)C(=NN2)C2CC2 8-bromo-7-chloro-3,5-dicyclopropyl-[1,2,4]triazolo[4,3-a]pyridine